naphthalene-2,6-dicarboxylic acid C1=C(C=CC2=CC(=CC=C12)C(=O)O)C(=O)O